bis(3,5-di-tert-butyl-4-hydroxy-benzyl)sulfide C(C)(C)(C)C=1C=C(CSCC2=CC(=C(C(=C2)C(C)(C)C)O)C(C)(C)C)C=C(C1O)C(C)(C)C